2-{6-Azaspiro[2.5]octan-6-yl}-N-[4-(4,4-difluoropiperidin-1-yl)-1,3-benzothiazol-6-yl]-4-(2-hydroxyethanesulfonamido)benzamide C1CC12CCN(CC2)C2=C(C(=O)NC1=CC3=C(N=CS3)C(=C1)N1CCC(CC1)(F)F)C=CC(=C2)NS(=O)(=O)CCO